COC(C1=CC(=C(C=C1)OCC(=O)NC(C)C)OC)=O 4-[2-(isopropylamino)-2-oxo-ethoxy]-3-methoxy-benzoic acid methyl ester